[Al].[V].[N] nitrogen vanadium-aluminum